5-Borono-2-[1-[2-(4,4-dimethyl-1-piperidyl)-6-methyl-4-oxo-chromen-8-yl]ethylamino]benzoic acid B(O)(O)C=1C=CC(=C(C(=O)O)C1)NC(C)C=1C=C(C=C2C(C=C(OC12)N1CCC(CC1)(C)C)=O)C